CC1=C(C(=CC(=C1)C)C)N=C=N 2,4,6-trimethyl-phenyl-carbodiimide